1,1'-bis(diphenylphosphino)ferrocene (5-(dimethylamino)-2-fluorophenyl)borate CN(C=1C=CC(=C(C1)OB(O)O)F)C.C1(=CC=CC=C1)P([C-]1C=CC=C1)C1=CC=CC=C1.[C-]1(C=CC=C1)P(C1=CC=CC=C1)C1=CC=CC=C1.[Fe+2]